C1(=CC=C(C=C1)NC(=O)N1C2CCC1CC=1C(=NC=CC12)F)C1=CC=CC=C1 (±)-N-([1,1'-biphenyl]-4-yl)-1-fluoro-6,7,8,9-tetrahydro-5H-5,8-epiminocyclohepta[c]-pyridine-10-carboxamide